4-(6-chloro-2-((1-((dimethylamino)methyl)cyclopropyl)methoxy)-8-fluoro-4-((1S,4S)-3-methyl-2,5-diazabicyclo[2.2.2]octan-2-yl)quinazolin-7-yl)naphthalen-2-ol ClC=1C=C2C(=NC(=NC2=C(C1C1=CC(=CC2=CC=CC=C12)O)F)OCC1(CC1)CN(C)C)N1[C@@H]2CN[C@H](C1C)CC2